BrC1=NC(=CC=C1OC1=C(C=C(C=C1)F)F)I bromo-3-(2,4-difluorophenoxy)-6-iodopyridine